COC(CCN1C(C(CCC1=O)N1C(C2=CC=CC(=C2C1)N)=O)=O)=O 3-(3-(4-amino-1-oxoisoindolin-2-yl)-2,6-dioxopiperidin-1-yl)propionic acid methyl ester